Cl.C(C)N=C=NCCC(N)(C)C N-ethyl-N'-(dimethyl-aminopropyl)-carbodiimide hydrochloride